(S)-1-[2-(5-Bromobenzo[d]isoxazol-3-yl)phenyl]-2-(pyridine-2-yl)ethan-1-amine BrC=1C=CC2=C(C(=NO2)C2=C(C=CC=C2)[C@H](CC2=NC=CC=C2)N)C1